C(C)(C)(C)OC(=O)N1CCC(C2=CC=CC=C12)C1=CC2=C(N=C(N=C2)NC=2C=NN(C2)CCO)N(C1=O)C 4-[2-[[1-(2-hydroxyethyl)pyrazol-4-yl]amino]-8-methyl-7-oxo-pyrido[2,3-d]pyrimidin-6-yl]-3,4-dihydro-2H-quinoline-1-carboxylic acid tert-butyl ester